D-α-phenylglycine ethyl ester hydrochloride Cl.C(C)OC([C@H](N)C1=CC=CC=C1)=O